C1(=CCCC=C1)C1=CC=C(C=C1)C(\C=C\C1=CC=C(C=C1)O)=O (E)-1-(4-Cyclohexa-1,5-dien-1-ylphenyl)-3-(4-hydroxyphenyl)prop-2-en-1-one